C(C)(C)(C)OC(=O)N[C@H]1C[C@](CN(C1)C(=O)OCC1=CC=CC=C1)(C)F Benzyl (3S,5S)-5-(tert-butoxycarbonylamino)-3-fluoro-3-methyl-piperidine-1-carboxylate